C1(CCC1)N1N=CC(=C1)C=1C=C(C(N(C1)CC1=C(C=CC=C1)F)=O)C(=O)NC1=NC(=CC=C1)C1=NN=CN1C1CC1 5-(1-Cyclobutyl-1H-pyrazol-4-yl)-N-(6-(4-cyclopropyl-4H-1,2,4-triazol-3-yl)pyridin-2-yl)-1-(2-fluorobenzyl)-2-oxo-1,2-dihydropyridine-3-carboxamide